N1CCCC12CCN(CC2)C2=NC=1C=CNC(C1C(=C2)NC2=NC=C(C=C2)N2CCC(CC2)O)=O 2-(1,8-diazaspiro[4.5]decan-8-yl)-4-[[5-(4-hydroxy-1-piperidyl)-2-pyridyl]amino]-6H-1,6-naphthyridin-5-one